1,2,4-Benzenetricarboxylic acid C=1(C(=CC(=CC1)C(=O)O)C(=O)O)C(=O)O